tri-t-butylmethyl-phosphonium tetrabutyl-borate C(CCC)[B-](CCCC)(CCCC)CCCC.C(C)(C)(C)[P+](C)(C(C)(C)C)C(C)(C)C